methyl-ammonium taurate NCCS(=O)(=O)[O-].C[NH3+]